5-[(Cyclobutylamino)methyl]-7-(4-methylbenzyl)-7H-pyrrolo[2,3-d]pyrimidine-6-carboxylic acid C1(CCC1)NCC1=C(N(C=2N=CN=CC21)CC2=CC=C(C=C2)C)C(=O)O